N-((2R,3S)-1-(cyanopyridin-3-yl)-2-((((CIS)-4-phenylcyclohexyl)oxy)methyl)pyrrolidin-3-yl)methanesulfonamide C(#N)C1=NC=CC=C1N1[C@H]([C@H](CC1)NS(=O)(=O)C)CO[C@@H]1CC[C@@H](CC1)C1=CC=CC=C1